N1(C=NC=C1)CCCNC(CC(C(=O)OC(CCCCCCCC)CCCCCCCC)CSCCC(=O)OCCCCCCCC(C)C)=O heptadecan-9-yl 4-((3-(1H-imidazol-1-yl)propyl)amino)-2-(((3-((8-methylnonyl)oxy)-3-oxopropyl)thio)methyl)-4-oxobutanoate